4-Oxalocrotonic acid C(=O)(C(=O)O)C/C=C/C(=O)O